COC=1N=C2C(=CC=NC2=CC1OCCOC)OC1=CC=C(C=N1)N 6-((6-Methoxy-7-(2-methoxyethoxy)-1,5-naphthyridin-4-yl)oxy)pyridin-3-amine